tert-butyl (2R,3S,4S)-3-[(2-aminoacetyl)oxy]-4-[(tert-butoxycarbonyl)oxy]-2-[(4-methoxyphenyl)methyl]pyrrolidine-1-carboxylate NCC(=O)O[C@H]1[C@H](N(C[C@@H]1OC(=O)OC(C)(C)C)C(=O)OC(C)(C)C)CC1=CC=C(C=C1)OC